N-(3-chloro-2,6-difluorobenzylidene)-2-methylpropane-2-sulfinamide ClC=1C(=C(C=NS(=O)C(C)(C)C)C(=CC1)F)F